N-(2-ethyl-6-methylphenyl)-N-ethoxymethyl-chloroacetamide C(C)C1=C(C(=CC=C1)C)N(C(CCl)=O)COCC